CC1=C(C=NC=C1N1CCCC1)NC1=C(C(NC=C1)=O)C(=O)NC1=CC=C(C=C1)N1CCN(CC1)C 4-((4-Methyl-5-(pyrrolidin-1-yl)pyridin-3-yl)amino)-N-(4-(4-methylpiperazin-1-yl)phenyl)-2-oxo-1,2-dihydropyridine-3-carboxamide